4-(benzylthio)-5-bromo-2-methoxypyridine C(C1=CC=CC=C1)SC1=CC(=NC=C1Br)OC